(4-fluoro-3-methoxy-phenyl)boronic acid FC1=C(C=C(C=C1)B(O)O)OC